8-(6-tert-butylpyridin-3-yl)-3-methylidene-6-oxo-2H,3H,4H,6H-pyrimido[2,1-b][1,3]thiazine-7-carbonitrile C(C)(C)(C)C1=CC=C(C=N1)C=1N=C2SCC(CN2C(C1C#N)=O)=C